6-bromo-N2-(1-(7-fluoroquinolin-6-yl)ethyl)pyrazine-2,3-diamine BrC1=CN=C(C(=N1)NC(C)C=1C=C2C=CC=NC2=CC1F)N